CN1C(N[C@H](C1)C(=O)[O-])=O.[Li+] lithium (4R)-1-methyl-2-oxo-imidazolidine-4-carboxylate